N12CC(C(CC1)CC2)N(C(O)=O)[C@H]2C(COC1=CC(=CC=C21)C2=CC(=C(C(=C2)C)OC)C)(C)C.C2(=CC=C(C=C2)C(=C)C2OC2)C 2-(1-(p-tolyl)vinyl)oxirane (S)-quinuclidin-3-yl-(7-(4-methoxy-3,5-dimethylphenyl)-3,3-dimethylchroman-4-yl)carbamate